3-isopropenyl-1H-quinolin C(=C)(C)C=1CNC2=CC=CC=C2C1